O1COC2=C1C=CC(=C2)CNC(=S)N2CCN(CC2)C=2C1=C(N=CN2)C2=C(O1)C=CC=C2 N-(1,3-benzodioxol-5-ylmethyl)-4-([1]benzofuro[3,2-d]pyrimidin-4-yl)piperazine-1-carbothioamide